NC=1C2=C(N=CN1)N(C(=C2C(=O)NC2=CC=C(C=C2)COC)C#CC2=CC1=C(OCCN1)C=C2)C2(CC2)C 4-amino-6-((3,4-dihydro-2H-benzo[b][1,4]oxazin-6-yl)ethynyl)-N-(4-(methoxymethyl)phenyl)-7-(1-methylcyclopropyl)-7H-pyrrolo[2,3-d]pyrimidine-5-carboxamide